4-(7-chloro-1-(4-(trifluoromethyl)phenyl)-1H-indazol-3-yl)-1-((2-((2-hydroxyethyl)amino)pyrimidin-4-yl)methyl)pyridin-2(1H)-one ClC=1C=CC=C2C(=NN(C12)C1=CC=C(C=C1)C(F)(F)F)C1=CC(N(C=C1)CC1=NC(=NC=C1)NCCO)=O